tert-butyl 1-(2-(4-(tert-butoxycarbonyl)piperazin-1-yl)ethyl)-6-methyl-3-(3-(naphthalen-1-yloxy)propyl)-7-(1,3,5-trimethyl-1H-pyrazol-4-yl)-1H-indole-2-carboxylate C(C)(C)(C)OC(=O)N1CCN(CC1)CCN1C(=C(C2=CC=C(C(=C12)C=1C(=NN(C1C)C)C)C)CCCOC1=CC=CC2=CC=CC=C12)C(=O)OC(C)(C)C